1-(4-(5-fluoro-3-methylpyridin-2-yl)piperazin-1-yl)-4-(quinolin-5-yl)butan-1-one FC=1C=C(C(=NC1)N1CCN(CC1)C(CCCC1=C2C=CC=NC2=CC=C1)=O)C